NC(=CC(=O)O)N Diaminoacrylic acid